ClC=1C=C2C(=NC1C1=CC=C(C=C1)C1=CC=C(C=C1)CN1CCN(CC1)CCO)N=C(N2)O[C@@H]2CO[C@H]1[C@@H]2OC[C@H]1O (3R,3aR,6R,6aR)-6-((6-chloro-5-(4'-((4-(2-hydroxyethyl)piperazin-1-yl)methyl)-[1,1'-biphenyl]-4-yl)-1H-imidazo[4,5-b]pyridin-2-yl)oxy)hexahydrofuro[3,2-b]furan-3-ol